NC1=CC=C(N=N1)CCCCC1=NN=C(S1)N 5-(4-(6-aminopyridazin-3-yl)butyl)-1,3,4-thiadiazol-2-amine